FC1(COCCC1N1C(=NC=2C=NC=3C=CC(=CC3C21)C#N)[C@@H]2C[C@H](C2)F)F 1-(3,3-difluorotetrahydro-2H-pyran-4-yl)-2-(trans-3-fluorocyclobutyl)-1H-imidazo[4,5-c]quinoline-8-carbonitrile